(2R,3R,4S,5R,6R)-6-((3-(tert-butyl)isoxazol-5-yl)methyl)-4-(4-(2,3-difluoro-4-methylphenyl)-1H-1,2,3-triazol-1-yl)-2-(hydroxymethyl)-5-(oxazol-5-ylmethoxy)tetrahydro-2H-pyran-3-ol C(C)(C)(C)C1=NOC(=C1)C[C@@H]1[C@@H]([C@H]([C@H]([C@H](O1)CO)O)N1N=NC(=C1)C1=C(C(=C(C=C1)C)F)F)OCC1=CN=CO1